C(#N)CN1N=C(C(=C1)C1=CN=C2N1C=CN=C2NC2=CC(=C(C(=O)NCC(N1CCNCC1)=O)C=C2)CC)C(F)(F)F 4-[[3-[1-(cyanomethyl)-3-(trifluoromethyl)pyrazol-4-yl]imidazo[1,2-a]pyrazin-8-yl]amino]-2-ethyl-N-(2-oxo-2-piperazin-1-yl-ethyl)benzamide